(S)-4-(7-allyl-3-iodo-4-oxo-4,5,6,7-tetrahydro-1H-pyrrolo[3,2-c]pyridin-2-yl)-3-fluoropyridine 1-oxide C(C=C)[C@@H]1C2=C(C(NC1)=O)C(=C(N2)C2=C(C=[N+](C=C2)[O-])F)I